OC1CN(C1)CCCCCCCSC1=C2CN(C(C2=CC=C1)=O)C1C(NC(CC1)=O)=O 3-(4-((7-(3-hydroxyazetidin-1-yl)heptyl)thio)-1-oxoisoindolin-2-yl)piperidine-2,6-dione